triphenylamine hydrobromide Br.C1(=CC=CC=C1)N(C1=CC=CC=C1)C1=CC=CC=C1